N,N-dimethylpropan-1,3-diamine hydrochloride Cl.CN(CCCN)C